ethyl (S)-2-(tert-butoxy)-2-(7-(4-chlorophenyl)-5-methyl-2-(1-methyl-3-(1-(methylsulfonyl)piperidin-4-yl)-1H-indazol-5-yl)benzo[d]thiazol-6-yl)acetate C(C)(C)(C)O[C@H](C(=O)OCC)C1=C(C2=C(N=C(S2)C=2C=C3C(=NN(C3=CC2)C)C2CCN(CC2)S(=O)(=O)C)C=C1C)C1=CC=C(C=C1)Cl